FC(OC=1C(=NC(=NC1C)N[C@@H]1C[C@H](CC1)NC1=CC=C(C=N1)N1C(C=CC=C1)=O)C)F 6'-(((1S,3S)-3-((5-(difluoromethoxy)-4,6-dimethylpyrimidin-2-yl)amino)cyclopentyl)amino)-2H-[1,3'-bipyridyl]-2-one